methyl (5-((4-bromobenzyl)oxy)-4-oxo-4H-chromene-2-carbonylamino)-L-alloisoleucyl-L-leucinate BrC1=CC=C(COC2=C3C(C=C(OC3=CC=C2)C(=O)NN[C@@H]([C@H](C)CC)C(=O)N[C@@H](CC(C)C)C(=O)OC)=O)C=C1